N1=CC=C(C=C1)NC1=CC=C(C=C1)NC(=O)C1=CC=C(C=C1)NC1=CC=NC2=CC=C(C=C12)C(=O)OC methyl 4-((4-((4-(pyridin-4-ylamino)phenyl)carbamoyl)phenyl)amino)quinoline-6-carboxylate